(5-chloro-1H-indol-3-yl)-5-(4-methoxyphenyl)isoindoline-2-carboxamide ClC=1C=C2C(=CNC2=CC1)C1N(CC2=CC(=CC=C12)C1=CC=C(C=C1)OC)C(=O)N